[Si](=O)=O.[Al].[Mg] Magnesium-Aluminum-Silicon dioxide